(R)-N-(1-(3-amino-5-(trifluoromethyl)phenyl)ethyl)-6-methoxy-2-methyl-7-(oxetan-3-ylmethoxy)quinazoline-4-amine NC=1C=C(C=C(C1)C(F)(F)F)[C@@H](C)NC1=NC(=NC2=CC(=C(C=C12)OC)OCC1COC1)C